(1,5-Dimethylpyrrolidin-2-yl)-N-(2-methyl-1-((3-methylpyridin-2-yl)oxy)propan-2-yl)acetamide CN1C(CCC1C)CC(=O)NC(COC1=NC=CC=C1C)(C)C